N1(CCNCCC1)C=1N=C(C2=C(C=NNC2=O)N1)NC1=CC=C(C=C1)N1CCC2(CC2)CC1 6-(4-((2-(1,4-diazepan-1-yl)-5-oxo-5,6-dihydropyrimido[4,5-d]pyridazin-4-yl)amino)phenyl)-6-azaspiro[2.5]octane